1-[6-(4-piperidyl)-1,2-benzoxazol-3-yl]hexahydropyrimidine-2,4-dione N1CCC(CC1)C1=CC2=C(C(=NO2)N2C(NC(CC2)=O)=O)C=C1